C(C)OC(C)N1N=CC(=C1)C1=C(C=2N(C=N1)N=C(N2)N[C@H](C(F)(F)F)C)F 7-(1-(1-Ethoxyethyl)-1H-pyrazol-4-yl)-8-fluoro-N-((S)-1,1,1-trifluoropropan-2-yl)-[1,2,4]triazolo[1,5-c]pyrimidin-2-amine